NC1=NC2=CC=C(C=C2C=C1C)C(=O)N(CC1=NC=C(C=C1)C(F)(F)F)CC1=CC=C2C=NNC2=C1 2-amino-N-(1H-indazol-6-ylmethyl)-3-methyl-N-((5-(trifluoromethyl)-2-pyridinyl)methyl)-6-quinolinecarboxamide